chlorodimethyl-(2,3,4,5-tetramethyl-2,4-cyclopentadien-1-yl)silane Cl[Si](C1C(=C(C(=C1C)C)C)C)(C)C